CN1N=CC(=C1)NC1=NC=CC=N1 2-((1-methyl-1H-pyrazol-4-yl)-amino)-pyrimidin